NCCNC1CCC(CC1)CC(=O)N1CC(C1)OC1=C(C=2O[B-]([C@H]3C[C@H]3C2C=C1)(O)O)C(=O)[O-] (2R,4S)-9-[1-({(1r,4r)-4-[(2-aminoethyl)amino]cyclohexyl}acetyl)azetidin-3-yl]oxy-5,5-dihydroxy-6-oxa-5-boranuidatricyclo[5.4.0.02,4]undeca-1(7),8,10-triene-8-carboxylate